C(C1=CC=CC=C1)P1(CCCCC1)=O 1-benzylphosphinane 1-oxide